CCCC(CCC)C1=C(C=C(C=C1)O)O 4-Heptan-4-ylbenzene-1,3-diol